ClC1=CC=C(C=C1)C1=C(C=CC=C1)CN1CC2N(C(C1)C2)CC=2C(=C1CN(C(C1=CC2)=O)C2C(NC(CC2)=O)=O)F 3-(5-((3-((4'-chloro-[1,1'-biphenyl]-2-yl)methyl)-3,6-diazabicyclo[3.1.1]heptane-6-yl)methyl)-4-fluoro-1-oxoisoindolin-2-yl)piperidine-2,6-dione